3-(3,5-dichlorophenyl)-5-methylene-2-oxotetrahydro-2H-pyran-3-carboxylic acid methyl ester COC(=O)C1(C(OCC(C1)=C)=O)C1=CC(=CC(=C1)Cl)Cl